N-((3'-fluoro-3-(1-methyl-1H-pyrazol-3-yl)-[1,1'-biphenyl]-4-yl)methyl)acrylamide FC=1C=C(C=CC1)C1=CC(=C(C=C1)CNC(C=C)=O)C1=NN(C=C1)C